C(C)(C)C=1N(N=C2C1N=C(C=C2)C2=NC(=NC=C2)SC)C 3-isopropyl-2-methyl-5-[2-(methylthio)pyrimidin-4-yl]pyrazolo[4,3-b]pyridine